COC1=C(C(=C(CC(N)C)C=C1)OC)OC 4-methoxy-2,3-dimethoxy-amphetamine